CC(CC1=NOC(=C1)NC(=O)CC1=CC=C(C(=O)OC)C=C1)(C)C methyl 4-([[3-(2,2-dimethylpropyl)-1,2-oxazol-5-yl]carbamoyl]methyl)benzoate